(2S)-2-((S)-2-Amino-3-(4'-(4-azidobutoxy)-2'-ethyl-[1,1'-biphenyl]-4-yl)propanamido)-N-((2,4-bis(docosyloxy)phenyl)(4-methoxyphenyl)methyl)-5-(3,5-dimethylphenyl)Pentanamide N[C@H](C(=O)N[C@H](C(=O)NC(C1=CC=C(C=C1)OC)C1=C(C=C(C=C1)OCCCCCCCCCCCCCCCCCCCCCC)OCCCCCCCCCCCCCCCCCCCCCC)CCCC1=CC(=CC(=C1)C)C)CC1=CC=C(C=C1)C1=C(C=C(C=C1)OCCCCN=[N+]=[N-])CC